ClC=1C(=C(C=CC1F)[C@H]1[C@H](O[C@@](C1)(C(F)(F)F)C)C(=O)NC1=CC(=NC=C1)C(=O)NC)OC (2S,3S,4R,5S)-4-[[3-(3-chloro-4-fluoro-2-methoxy-phenyl)-5-methyl-5-(trifluoromethyl)tetrahydrofuran-2-carbonyl]amino]-N-methyl-pyridine-2-carboxamide